FC(C(=O)O)(C(C(C(C(C(C(C(=O)O)(F)F)(F)F)(F)F)(F)F)(F)F)(F)F)F perfluoroazelaic acid